N-{[4-(furan-2-yl)phenyl]methyl}-6-methyl-4-[(4-methyl-1H-imidazol-2-yl)methyl]-1-(2-methylpropanoyl)piperazine-2-carboxamide O1C(=CC=C1)C1=CC=C(C=C1)CNC(=O)C1N(C(CN(C1)CC=1NC=C(N1)C)C)C(C(C)C)=O